(1S,2R)-2-((2,5-dichloropyrimidin-4-yl)amino)cyclopentane-1-carboxamide ClC1=NC=C(C(=N1)N[C@H]1[C@H](CCC1)C(=O)N)Cl